CC(CC)(C)C1=C(C=C(C(=C1)O)C(CC)(C)C)O 2,5-bis(1,1-dimethyl-Propyl)-1,4-benzenediol